FC1(CNC(N(C1)[C@H](COC)C=1C=CC2=C(N=C(O2)[C@@H](NC(=O)C2=CC=NN2CC)C2CCC(CC2)F)C1)=O)F N-((S)-(5-((S)-1-(5,5-difluoro-2-oxotetrahydro-pyrimidin-1(2H)-yl)-2-methoxyethyl)benzo[d]oxazol-2-yl)((1r,4S)-4-fluorocyclohexyl)methyl)-1-ethyl-1H-pyrazole-5-carboxamide